3-bromo-4-iodo-1H-pyrazole BrC1=NNC=C1I